FC1=CC=C(C=C1)C=1C(=CC=2C(N1)=NN(C2)CCC)C2=NC(=NC=C2)S(=O)(=O)C [6-(4-fluorophenyl)-5-(2-methylsulfonylpyrimidin-4-yl)pyrazolo[3,4-b]pyridin-2-yl]propan